2-(2-fluoro-5-(oxetan-3-yl)phenyl)-4,4,5,5-tetramethyl-1,3,2-dioxa-borolane FC1=C(C=C(C=C1)C1COC1)B1OC(C(O1)(C)C)(C)C